S1C2=C(C(=C1)C(=O)O)CCCCC2 5,6,7,8-tetrahydro-4H-cyclohepta[b]thiophene-3-carboxylic acid